(6aS,12bR)-(-)-10,11-dihydroxy-5,6,6a,7,8,12b-hexahydro-benzo[a]phenanthridine OC1=CC2=C([C@@H]3C=4C=CC=CC4CN[C@H]3CC2)C=C1O